4-benzylidene-3-methyl-1-(4-chlorophenyl)-1H-pyrazol-5(4H)-one C(C1=CC=CC=C1)=C1C(=NN(C1=O)C1=CC=C(C=C1)Cl)C